N1=C(C=CC2=CC=CC=C12)CC(O)C1=CC(=CC=C1)C(F)(F)F 2-quinolin-2-yl-1-(3-trifluoromethylphenyl)ethanol